[NH4+].P(=O)(OC1N(CC1)C(CCCCC1=CC(=CC=C1)OCCCCC1CCCCC1)=O)(O)O 1-{5-[3-(4-Cyclohexylbutoxy)phenyl]pentanoyl}azetidinyl dihydrogen phosphate ammonium salt